N-ethyl-2-((5-(pyridin-2-yl)pyrimidin-2-yl)oxy)acetamide C(C)NC(COC1=NC=C(C=N1)C1=NC=CC=C1)=O